10-fluoro-2-octyldecyl 8-bromooctanoate BrCCCCCCCC(=O)OCC(CCCCCCCCF)CCCCCCCC